C(CC)N1CCCCC1 1-propyl-azacyclohexane